7-((1H-pyrazolo[4,3-c]pyridin-4-yl)oxy)-3-((6-aminopyridin-2-yl)methyl)-5-methyl-3,5-dihydro-4H-pyridazino[4,5-b]indol-4-one N1N=CC=2C(=NC=CC21)OC=2C=CC=1C3=C(N(C1C2)C)C(N(N=C3)CC3=NC(=CC=C3)N)=O